8-(2,6-dimethylpyridin-3-yl)-N-[(5-fluoro-2,3-dihydro-1-benzofuran-4-yl)methyl]-1-methylsulfonyl-2H-imidazo[1,5-c]pyrimidin-4-ium-5-amine CC1=NC(=CC=C1C=1C=2[N+](C(=NC1)NCC1=C(C=CC3=C1CCO3)F)=CNC2S(=O)(=O)C)C